3-(4-(trifluoromethyl)phenyl)propionic acid FC(C1=CC=C(C=C1)CCC(=O)O)(F)F